C1=CC=CC2=CC3=CC=CC=C3C(=C12)COC(CCC(C)(C1=CC=C(C=C1)O)C1=CC=C(C=C1)O)=O 4,4-bis(4-hydroxyphenyl)-pentanoic acid (9-anthracenyl)-methyl ester